BrC=1C(=NC(=NC1)NC1=C(C=C(C(=C1)C)N1CCC(CC1)N1CCN(CC1)C)OC)NC1=C(C=C(C=C1)C)P(C)(C)=O (2-((5-bromo-2-((2-methoxy-5-methyl-4-(4-(4-Methylpiperazin-1-yl)piperidin-1-yl)phenyl)amino)pyrimidin-4-yl)amino)-5-methylphenyl)dimethylphosphine oxide